3,4,5-trishydroxystyrene OC=1C=C(C=C)C=C(C1O)O